6-(N-(3,4-dimethylphenylsulfamoyl)-4-oxo-1,2,3,4-tetrahydroquinolin-2-yl)-N,N-dimethylbenzamide CC=1C=C(C=CC1C)NS(=O)(=O)N1C(CC(C2=CC=CC=C12)=O)C1=CC=CC=C1C(=O)N(C)C